ClC1=CC(=C(COC=2C=CC=3OC[C@H]4N(C3N2)CCN(C4)CC4=NC2=C(N4C[C@H]4OCC4)C=C(C=C2)C(=O)O)C=C1)F 2-(((S)-2-((4-chloro-2-fluorobenzyl)oxy)-6a,7,9,10-tetrahydropyrazino[1,2-d]pyrido[3,2-b][1,4]oxazin-8(6H)-yl)methyl)-1-(((S)-oxetan-2-yl)methyl)-1H-benzo[d]imidazole-6-carboxylic acid